3-(benzyloxy)propylene C(C1=CC=CC=C1)OCC=C